BrC=1SC(=CC1)C 2-bromo-5-methyl-thiophene